4-(2-((8-(((1,1,1,3,3,3-hexafluoropropan-2-yl)oxy)carbonyl)-1,8-diazaspiro[4.5]decan-1-yl)methyl)-5-(trifluoromethyl)phenoxy)cyclohexane-1-carboxylic acid FC(C(C(F)(F)F)OC(=O)N1CCC2(CCCN2CC2=C(OC3CCC(CC3)C(=O)O)C=C(C=C2)C(F)(F)F)CC1)(F)F